1,3-diaminocyclopentadiene NC1=CC(=CC1)N